3-{[3-(8-{[(3S,4R)-3-fluoro-1-methylpiperidin-4-yl]amino}-3-[(trifluoromethyl)sulfanyl]indolizin-2-yl)prop-2-yn-1-yl]amino}-4-methoxy-N-methylbenzamide F[C@H]1CN(CC[C@H]1NC1=CC=CN2C(=C(C=C12)C#CCNC=1C=C(C(=O)NC)C=CC1OC)SC(F)(F)F)C